ONC(=O)[C@@H]1CN(CCC1)C(C1=CC=C(C=C1)NC(=O)NC1=CC=C(C=C1)OC(F)(F)F)=O (S)-N-hydroxy-1-(4-(3-(4-(trifluoromethoxy)phenyl)ureido)benzoyl)piperidine-3-carboxamide